1-((1H-pyrazol-5-yl)methyl)piperidin N1N=CC=C1CN1CCCCC1